ClC1=C(C=CC=C1Cl)[C@@H]1N(OCC1)C1=CC(=NC=N1)NC=1C(=CC(=C(C1)NC(C=C)=O)N1CCN(CC1)C1CCOCC1)OC N-(5-((6-((R)-3-(2,3-dichlorophenyl)isoxazolidine-2-yl)pyrimidine-4-yl)amino)-4-methoxy-2-(4-(tetrahydro-2H-pyran-4-yl)piperazine-1-yl)phenyl)acrylamide